rac-N-[(3S,4S)-4-{[2-(3,5-difluorophenyl)-1,3-thiazol-4-yl]methyl}-7-methyl-6-oxo-1,3,4,6-tetrahydro-2H-quinolizin-3-yl]methanesulfonamide FC=1C=C(C=C(C1)F)C=1SC=C(N1)C[C@H]1[C@H](CCC2=CC=C(C(N12)=O)C)NS(=O)(=O)C |r|